3-(piperidin-4-yl)quinolin-2(1H)-one N1CCC(CC1)C=1C(NC2=CC=CC=C2C1)=O